ClC1=C(C(=O)NC2=CC=C(C=C2)C2=NN(C(=C2)NC(=O)C=2C=C(CNC(OC(C)(C)C)=O)C=CC2)C)C=CC=C1 tert-butyl (3-((3-(4-(2-chlorobenzamido)phenyl)-1-methyl-1H-pyrazol-5-yl)carbamoyl)benzyl)carbamate